N-((2R,3S)-1-(5-fluoro-4-hydroxypyridin-2-yl)-2-((((CIS)-4-phenylcyclohexyl)oxy)methyl)pyrrolidin-3-yl)methanesulfonamide FC=1C(=CC(=NC1)N1[C@H]([C@H](CC1)NS(=O)(=O)C)CO[C@@H]1CC[C@@H](CC1)C1=CC=CC=C1)O